[3-{[(dimethylamino)methylidene]Sulfamoyl}-4-(pyridin-4-yl)phenyl]Acetamide CN(C)C=NS(=O)(=O)C=1C=C(C=CC1C1=CC=NC=C1)CC(=O)N